NCC1CN(C1)CC1CN(C(O1)=O)C1=CC=C(C=C1)S(=O)(=O)N1CCN(CC1)C1=NC(=CC(=C1)C(F)(F)F)Cl 5-[[3-(Aminomethyl)azetidin-1-yl]methyl]-3-[4-[4-[6-chloro-4-(trifluoromethyl)-2-pyridyl]piperazin-1-yl]sulfonylphenyl]oxazolidin-2-one